(+)-cis-(2R)-methyl 2-amino-3-(3-(2-ethyltetrahydrofuran-3-yl)-5-fluorobenzamido)propanoate N[C@@H](C(=O)OC)CNC(C1=CC(=CC(=C1)F)[C@@H]1[C@@H](OCC1)CC)=O